2-(Chloromethyl)prop-2-enyl-trimethoxysilane di-tert-butyl-(4-((4-(trifluoromethyl)benzyl)amino)-1,2-phenylene)dicarbamate C(C)(C)(C)N(C(O)=O)C1=C(C=C(C=C1)NCC1=CC=C(C=C1)C(F)(F)F)N(C(O)=O)C(C)(C)C.ClCC(C[Si](OC)(OC)OC)=C